P(=O)(OCCCCCCCCCCCC)(OOC(C(=C)C)=O)[O-] monolauryl (methacryloyloxy) phosphate